2-(((tert-butyldimethylsilyl)oxy)methyl)-8-nitro-1,2,3,4-tetrahydroquinoxaline-6-sulfonamide [Si](C)(C)(C(C)(C)C)OCC1NC2=C(C=C(C=C2NC1)S(=O)(=O)N)[N+](=O)[O-]